ClC=1C=CC(=C(C1)N1N=C(C=2C=NC(=CC21)C=2C=NN1C2N=CC=C1)CNC)OC(F)F 1-(1-(5-chloro-2-(difluoromethoxy)phenyl)-6-(pyrazolo[1,5-a]pyrimidin-3-yl)-1H-pyrazolo[4,3-c]pyridin-3-yl)-N,N-dimethylamine